FC1=C(C=CC(=C1)F)C1=NC(=CC2=C1N=C(N(C2=O)C)C)N2CC(O[C@@H](C2)C2=CC(=NC=C2)C)(C)C (R)-8-(2,4-difluorophenyl)-6-(2,2-dimethyl-6-(2-methylpyridin-4-yl)morpholino)-2,3-dimethylpyrido[3,4-d]pyrimidin-4(3H)-one